ethyl 2-(2-chloronaphthalen-1-yl)-2,2-difluoroacetate ClC1=C(C2=CC=CC=C2C=C1)C(C(=O)OCC)(F)F